(tert-butyldimethylsilyl)oxygen [Si](C)(C)(C(C)(C)C)[O]